C(CC)N1C=[NH+]C=C1 1-propylimidazolium